N-[(1S)-5-[2-(2-aminopyridin-3-yl)-5-(pyrazol-1-yl)imidazo[4,5-b]pyridin-3-yl]-2,3-dihydro-1H-inden-1-yl]-4-(benzyloxy)-2-bromo-5-(1,3-dioxolan-2-yl)benzamide NC1=NC=CC=C1C1=NC=2C(=NC(=CC2)N2N=CC=C2)N1C=1C=C2CC[C@@H](C2=CC1)NC(C1=C(C=C(C(=C1)C1OCCO1)OCC1=CC=CC=C1)Br)=O